5-[4-[4-(dimethoxymethyl)cyclohexoxy]-1-piperidyl]-2-nitro-aniline COC(C1CCC(CC1)OC1CCN(CC1)C=1C=CC(=C(N)C1)[N+](=O)[O-])OC